CC(C(=O)OC1=CC(=CC2=CC=C(C=C12)C(F)(F)F)OC(C(C)(C)C)=O)(C)C 7-(trifluoromethyl)naphthalene-1,3-diyl bis(2,2-dimethylpropanoate)